C1=C(C=CC2=CC=CC=C12)C=1C=NC=CC1CCC(=O)O 3-(3-(naphthalen-2-yl)pyridin-4-yl)propionic acid